3-carbamimidamido-3-methylbutanoic acid N(C(=N)N)C(CC(=O)O)(C)C